(6-(4-fluoro-1H-pyrazol-1-yl)pyridin-3-yl)methylethylamine FC=1C=NN(C1)C1=CC=C(C=N1)CNCC